2-methyl-8-(phenylamino)-7-(pyridin-4-yl)-3,4-dihydropyrrolo[1,2-a]pyrazin-1(2H)-one CN1C(C=2N(CC1)C=C(C2NC2=CC=CC=C2)C2=CC=NC=C2)=O